C(C=C)(=O)N1C(CC(CC1)N1C=NC=2C(=NC=3C(=C(C(=CC3C21)Cl)C=2C=CC=C1C=CC=NC21)F)N2CC(C2)N(C)C)CC#N 2-(1-acryloyl-4-(8-chloro-4-(3-(dimethylamino)azetidin-1-yl)-6-fluoro-7-(quinolin-8-yl)-1H-imidazo[4,5-c]quinolin-1-yl)piperidin-2-yl)acetonitrile